CN(C(=O)C=1C(=CC(=C(C1)N1C(N(C(=CC1=O)C(F)(F)F)C)=O)F)Cl)S(=O)(=O)N(C)C(C)C 3-[5-(N-Methyl[N-methyl-(isopropyl)aminosulfonyl]aminocarbonyl)-4-chloro-2-fluorophenyl]-1-methyl-2,4-dioxo-6-(trifluoromethyl)-1,2,3,4-tetrahydropyrimidine